FC=1C=NC(=NC1)NC(CN1C(C2=CC=C(C=C2C(=N1)OC)C(F)(F)F)=O)=O N-(5-fluoropyrimidin-2-yl)-2-[4-methoxy-1-oxo-6-(trifluoromethyl)phthalazin-2-yl]acetamide